N-(4-carboxyphenyl)thiourea C(=O)(O)C1=CC=C(C=C1)NC(=S)N